C(C)OC1=C(OCC(=O)NC2=CC(=CC=C2)C(F)(F)F)C=CC(=C1)\C=C\C(=O)C1=CC=C(C=C1)O 2-[2-Ethoxy-4-[(E)-3-(4-hydroxyphenyl)-3-oxoprop-1-enyl]phenoxy]-N-[3-(trifluoromethyl)phenyl]acetamide